CC(C)CC(C)=O 2-methyl-4-pentanone